(1s,4s)-1-ethyl-4-((4-(methylamino)-5-(pyrazolo[1,5-a]pyrimidin-5-yl)-7H-pyrrolo[2,3-d]pyrimidin-2-yl)amino)cyclohexan-1-ol C(C)C1(CCC(CC1)NC=1N=C(C2=C(N1)NC=C2C2=NC=1N(C=C2)N=CC1)NC)O